methanone HCl salt Cl.C=O